C(C1=CC=CC=C1)OC1=C2C(=NC(=C1)Cl)CCOC2 4-benzyloxy-2-chloro-7,8-dihydro-5H-pyrano[4,3-b]pyridine